C(#N)[C@@H](C[C@@H]1C(NCCC1)=O)NC(=O)[C@@H]1N([C@@H]2CC([C@H]1CC2)(F)F)C([C@@H](CC2CCC2)NC(C(F)(F)F)=O)=O (1S,3R,4S)-N-[(1R)-1-cyano-2-[(3R)-2-oxo-3-piperidyl]ethyl]-2-[(2R)-3-cyclobutyl-2-[(2,2,2-trifluoroacetyl)amino]propanoyl]-5,5-difluoro-2-azabicyclo[2.2.2]octane-3-carboxamide